C(C)(C)(C)OC(=O)N1CC2(C1)CC(C2)CS(NCC2=CC=C(C=C2)OC)(=O)=O.O2C(=NCC2)CCC=2OCCN2 1,2-bis(2-oxazolin-2-yl)ethane tert-butyl-6-((N-(4-methoxybenzyl)sulfamoyl)methyl)-2-azaspiro[3.3]heptane-2-carboxylate